5-(((S)-1-(2-chlorophenyl)ethyl)amino)-4-cyano-N-((R,E)-4-(methylsulfonyl)but-3-en-2-yl)pyrimidine-2-carboxamide ClC1=C(C=CC=C1)[C@H](C)NC=1C(=NC(=NC1)C(=O)N[C@H](C)\C=C\S(=O)(=O)C)C#N